5-((R)-3-((4-((S)-4-acetyl-2-methylpiperazin-1-yl)pyridin-2-yl)oxy)pyrrolidin-1-yl)-4-chloropyridazin-3(2H)-one C(C)(=O)N1C[C@@H](N(CC1)C1=CC(=NC=C1)O[C@H]1CN(CC1)C1=C(C(NN=C1)=O)Cl)C